Ethyl 2-(4-((4-(4-(trifluoromethyl) benzyl)-3-methylpiperazin-1-yl) methyl) phenoxy)-2-methylpropionate FC(C1=CC=C(CN2C(CN(CC2)CC2=CC=C(OC(C(=O)OCC)(C)C)C=C2)C)C=C1)(F)F